(2R)-2-ETHYL-1-HEXANESULFONIC ACID C(C)[C@@H](CS(=O)(=O)O)CCCC